C(C)N1CC2=C3C(C=CC3=C3C(C=C2)=CC=NN3)=N1 4-ethyl-5,11-dihydro-4H-3,4,10,11-tetraazadibenzo[cd,h]azulene